5-(6,7-dimethoxyquinazolin-4-yl)pyridinecarbonitrile COC=1C=C2C(=NC=NC2=CC1OC)C=1C=CC(=NC1)C#N